CC(CCCCCC)P(O)(=O)C(CCCCC)CCCC (1-methylheptyl)(1-butylhexyl)phosphinic acid